3,4,5-Trihydroxy-N-[4-(4-methylpiperazin-1-yl)phenyl]benzamide OC=1C=C(C(=O)NC2=CC=C(C=C2)N2CCN(CC2)C)C=C(C1O)O